FC=1C=C(C=CC1)CN1N=CC2=CC(=CC=C12)NC1=NC=NN2C1=C(C(=C2)NC(OC[C@H]2NCCOC2)=O)C N-[4-[[1-[(3-Fluorophenyl)methyl]-1H-indazol-5-yl]amino]-5-methylpyrrolo[2,1-f][1,2,4]triazin-6-yl]-carbamic acid, (3S)-3-morpholinylmethyl ester